2-(2-amino-5-bromopyridin-3-yl)propan-2-ol NC1=NC=C(C=C1C(C)(C)O)Br